C(CCCCCCCCCCCCCCC)(=O)N Palmitamid